1-(5-(6-chloro-3-(1H-imidazol-1-yl)-5-methoxy-1-methyl-1H-pyrrolo[3,2-b]pyridin-2-yl)-1H-1,2,4-triazol-3-yl)-N,N-dimethylethan-1-amine ClC=1C=C2C(=NC1OC)C(=C(N2C)C2=NC(=NN2)C(C)N(C)C)N2C=NC=C2